BrC1=C2C=3C=CN=CC3NC2=CC=C1OC 5-Bromo-6-methoxy-beta-carboline